N-((R)-2-(1-methyl-1H-indol-3-yl)-2-((S)-2-methylpyrrolidin-1-yl)ethyl)-1H-indole-6-sulfonamide CN1C=C(C2=CC=CC=C12)[C@H](CNS(=O)(=O)C1=CC=C2C=CNC2=C1)N1[C@H](CCC1)C